N1(CCCC1)C(CO)C 2-(pyrrolidin-1-yl)propan-1-ol